N-(4-chlorophenyl)maleimide Methyl-4-chloro-1-methylimidazo[1,5-a]quinoxaline-8-carboxylate COC(=O)C1=CC=C2N=C(C=3N(C2=C1)C(=NC3)C)Cl.ClC3=CC=C(C=C3)N3C(C=CC3=O)=O